C[C@@H]1N(CCN([C@@H]1C)C(C=C)=O)C=1C2=C(N(C(N1)=O)C=1C(=NC=CC1C)C(C)C)N=C(C(=C2)F)C2=C(C=CC=C2O)F (M)-4-[cis-2,3-Dimethyl-4-prop-2-enoyl-piperazin-1-yl]-6-fluoro-7-(2-fluoro-6-hydroxy-phenyl)-1-(2-isopropyl-4-methyl-3-pyridyl)pyrido[2,3-d]pyrimidin-2-one